[Si].C(C)(=S)O thioacetic acid silicon